6,6-dimethyl-3-(1-methyl-1H-imidazole-4-carbonyl)-3-azabicyclo[3.1.0]hexane-2-carboxylic acid CC1(C2CN(C(C12)C(=O)O)C(=O)C=1N=CN(C1)C)C